4-[4-Cyano-6-(4-fluoro-naphthalen-1-yl)-3-hydroxy-pyridin-2-yl]-4-oxo-butyric acid C(#N)C1=C(C(=NC(=C1)C1=CC=C(C2=CC=CC=C12)F)C(CCC(=O)O)=O)O